C(COCCOCCOCCOCCN=[N+]=[N-])N O-(2-Aminoethyl)-O'-(2-azidoethyl)triethylene glycol